C(C1=CC=CC=C1)N1[C@H]2CS[C@@H](CCCCC(O)=O)[C@H]2N(C1=O)CC1=CC=CC=C1 N,N'-dibenzylbiotin